FC(C(=O)O)(F)F.CC=1N=C(NC1C)C1=NC=CC(=C1)C1=CCN(CC1)C(C)=O 1-(4-(2-(4,5-Dimethyl-1H-imidazol-2-yl)pyridin-4-yl)-5,6-dihydropyridin-1(2H)-yl)ethanone trifluoroacetate salt